ClC=1C=C(C=CC1F)[C@H](NC(=O)[C@H]1NC(NC1)=O)C=1OC2=C(C1)C=C(C=C2)Cl (S)-N-((S)-(3-chloro-4-fluorophenyl)(5-chlorobenzofuran-2-yl)methyl)-2-oxo-imidazolidine-4-carboxamide